C(C)(C)OC=1C(=NC=CC1)C1=CC=C(C=C1)CC=1N=CC=2C(N1)=NC(CC2)=O [4-(3-isopropoxypyridin-2-yl)phenyl]methyl-pyrido[2,3-d]pyrimidin-7-one